pyrazolo[1,5-a]pyrimidin-6-olate N1=CC=C2N1C=C(C=N2)[O-]